N-({(2R,3R)-3-fluoro-1-[(1S,2S)-2-fluoro-2-(2',5,6'-trifluoro[1,1'-biphenyl]-2-yl)cyclopropane-1-carbonyl]azetidin-2-yl}methyl)ethanesulfonamide F[C@H]1[C@H](N(C1)C(=O)[C@H]1[C@@](C1)(C1=C(C=C(C=C1)F)C1=C(C=CC=C1F)F)F)CNS(=O)(=O)CC